OC1(COC1)C1=CC=C(C=C1)C(=O)N1CCC(CC1)NC=1N=NC(=CC1)C(F)(F)F (4-(3-hydroxyoxetan-3-yl)phenyl)(4-((6-(trifluoromethyl)pyridazin-3-yl)amino)piperidin-1-yl)methanone